C(C1=CC=CC=C1)C(C(=O)OCC)(C(=O)OCC)OC[C@H]1O[C@H]([C@@H]([C@]1(C#C)OC(C)=O)OC(C)=O)N1C2=NC(=NC(=C2N=C1)N(C(=O)OC(C)(C)C)C(=O)OC(C)(C)C)Cl diethyl 2-benzyl-2-(((2r,3r,4r,5r)-3,4-diacetoxy-5-(6-(bis(tert-butoxycarbonyl) amino)-2-chloro-9H-purin-9-yl)-3-ethynyl tetrahydrofuran-2-yl) methoxy)-malonate